monomyristyl glyceryl ether C(C(O)CO)OCCCCCCCCCCCCCC